N-(((2S,3R)-6,6-difluoro-2-methylmorpholin-3-yl)methyl-d2)-5-(trifluoromethyl)pyridin-2-amine FC1(O[C@H]([C@H](NC1)C(NC1=NC=C(C=C1)C(F)(F)F)([2H])[2H])C)F